ClC1=CC=C2C(=CNC2=C1)S(=O)(=O)NC1=NC=C(C(=N1)OC)CC1CC1 6-chloro-N-[5-(cyclopropylmethyl)-4-methoxy-pyrimidin-2-yl]-1H-indole-3-sulfonic acid amide